tert-butyl 2-(2,5-difluoro-4-(6-hydroxypyridin-2-yl) benzyl)-1-(2-methoxyethyl)-1H-benzo[d]imidazole-6-carboxylate FC1=C(CC2=NC3=C(N2CCOC)C=C(C=C3)C(=O)OC(C)(C)C)C=C(C(=C1)C1=NC(=CC=C1)O)F